CN(C(C[C@H](C(=O)N[C@@H](CCCC1=CC=CC=C1)B(O)O)NC(=O)C1=NC=CN=C1)=O)C ((R)-1-((R)-4-(dimethylamino)-4-oxo-2-(pyrazine-2-carboxamido)butanamido)-4-phenylbutyl)boronic acid